C(CCCCC)OCOCCCC(CC(CC(CC(CC(CC(CCCBr)C)C)C)C)C)C 17-bromo-4,6,8,10,12,14-hexamethylheptadecyl hexyloxymethyl ether